tert-Butyl 3-(1H-pyrrol-2-yl)propanoate N1C(=CC=C1)CCC(=O)OC(C)(C)C